Butyl 4-(2-(allyloxy)-4-(4-aminobenzamido)-3-isopropoxybenzamido)benzoate C(C=C)OC1=C(C(=O)NC2=CC=C(C(=O)OCCCC)C=C2)C=CC(=C1OC(C)C)NC(C1=CC=C(C=C1)N)=O